[Si](C1=CC=CC=C1)(C1=CC=CC=C1)(C(C)(C)C)O[C@H]1C[C@H](CC1)N1N=C(N=C1)N 1-((1S,3R)-3-((tert-butyldiphenylsilyl)oxy)cyclopentyl)-1H-1,2,4-triazol-3-amine